CC1=NN=CS1 5-methyl-1,3,4-thiadiazol